ClC1=CC=C(C(=O)NC2=CC=C(C=C2)N2CCNCC2)C=C1 4-Chloro-N-(4-piperazin-1-yl-phenyl)-benzamid